C(C)(C)(C)NC(C1=CC=CC=C1)=O N-(tertiary butyl)benzamide